FC(C(=O)O)(F)F.CC=1N=C(NC1C)C1=NC=CC(=C1)C=1C=NC=C(C1)C(=O)NCC1CCOCC1 2'-(4,5-Dimethyl-1H-imidazol-2-yl)-N-((tetrahydro-2H-pyran-4-yl)methyl)-3,4'-bipyridine-5-carboxamide trifluoroacetate salt